5-(3-chloro-4-((diethylamino)methyl)phenyl)-N-(3-(4-phenylpiperidin-1-yl)propyl)thieno[3,2-b]pyridin-7-amine ClC=1C=C(C=CC1CN(CC)CC)C1=CC(=C2C(=N1)C=CS2)NCCCN2CCC(CC2)C2=CC=CC=C2